Benzyl (2S,4S)-2-(tert-butyl)-4-(((1r,3R,5S,7S)-3,5-dimethyladamantan-1-yl)methyl)-5-oxooxazolidine-3-carboxylate C(C)(C)(C)[C@@H]1OC([C@@H](N1C(=O)OCC1=CC=CC=C1)CC12C[C@]3(C[C@](CC(C1)C3)(C2)C)C)=O